OC(CNC1CCN(CC1)C)C1=CC=C(C=C1)O 4-(1-hydroxy-2-((1-methylpiperidin-4-yl)amino)ethyl)phenol